O[C@H](CNC(OC(C)(C)C)=O)CC tert-butyl (S)-(2-hydroxybutyl)carbamate